C1[C@H](O)[C@@H](O)[C@H](O1)CO |r| (±)-1,4-anhydroxylitol